3-(4-methoxyphenyl)-1-phenylprop-2-en-1-one O-acetyl oxime C(C)(=O)ON=C(C=CC1=CC=C(C=C1)OC)C1=CC=CC=C1